tert-butyl (2-(4-chlorobenzamido)ethyl)carbamate ClC1=CC=C(C(=O)NCCNC(OC(C)(C)C)=O)C=C1